3-[6-imino-3-(4-trifluoromethoxyphenyl)pyridazin-1-yl]propionic acid N=C1C=CC(=NN1CCC(=O)O)C1=CC=C(C=C1)OC(F)(F)F